N1=NN=C2C1=CC=NO2 triazolo-oxazine